6-chlorobenzoxazol-2-on ClC1=CC2=C(NC(O2)=O)C=C1